2'-amino-6-(2-amino-6-(1-isopropylpiperidin-4-yl)-5-methylpyrimidin-4-yl)-3'-fluoro-[2,4'-bipyridine]-5-ol NC1=NC=CC(=C1F)C1=NC(=C(C=C1)O)C1=NC(=NC(=C1C)C1CCN(CC1)C(C)C)N